(cis)-3-[(2-amino-4-bromo-6-fluorophenyl)amino]-1-methylcyclobutan-1-ol NC1=C(C(=CC(=C1)Br)F)NC1CC(C1)(O)C